beta-citronellal CC(C)=CCCC(C)CC=O